O=C1NC(CCC1N1C(C2=CC=C(C=C2C1=O)NC(C)C)=O)=O (2,6-dioxopiperidin-3-yl)-5-(isopropylamino)isoindoline-1,3-dione